tert-butyl 4-((1r,4r)-4-(4-(((trifluoromethyl)sulfonyl)oxy)phenyl)cyclohexyl)piperazine-1-carboxylate FC(S(=O)(=O)OC1=CC=C(C=C1)C1CCC(CC1)N1CCN(CC1)C(=O)OC(C)(C)C)(F)F